ClC=1C=C2C=CC(=CC2=CC1)S(=O)(=O)C[C@H](C(=O)N1CCC(CC1)N1C(NCCC1)=O)O 1-[1-[(2S)-3-(6-chloronaphthalen-2-yl)sulfonyl-2-hydroxypropanoyl]piperidin-4-yl]-1,3-diazinan-2-one